t-butylperoxide 2-ethylhexanoate C(C)C(C(=O)O)CCCC.C(C)(C)(C)OOC(C)(C)C